CN1C(C(=CC(=C1)B1OC(C(O1)(C)C)(C)C)NC1=NOC(=C1)C)=O 1-Methyl-3-(5-methylisoxazol-3-ylamino)-5-(4,4,5,5-tetramethyl-1,3,2-dioxaborolan-2-yl)pyridin-2(1H)-one